FC1=C(C=CC2=C1CNS2(=O)=O)NC2=NNC(=C2)C2CC(CC2)C2=NC=CC(=N2)C(C)C 4-fluoro-5-((5-(3-(4-isopropylpyrimidin-2-yl)cyclopentyl)-1H-pyrazol-3-yl)amino)-2,3-dihydrobenzo[d]isothiazole 1,1-dioxide